ethyl isopropyl ((7-(5-(trifluoromethyl)-1,2,4-oxadiazol-3-yl)imidazo[1,2-a]pyridin-2-yl)methyl)phosphonate FC(C1=NC(=NO1)C1=CC=2N(C=C1)C=C(N2)CP(OCC)(OC(C)C)=O)(F)F